(Z)-1-(4-(1-(4-(cyanomethoxy)phenyl)-1H-1,2,4-triazol-3-yl)-2-methylphenyl)-3-(3-(5-(dimethylamino)-2-isopropylphenyl)-4-oxothiazolidin-2-ylidene)urea C(#N)COC1=CC=C(C=C1)N1N=C(N=C1)C1=CC(=C(C=C1)NC(=O)\N=C\1/SCC(N1C1=C(C=CC(=C1)N(C)C)C(C)C)=O)C